4-fluoro-N-((6-methoxy-1-methyl-1H-benzimidazol-7-yl)methyl)-3-(trifluoro-methyl)benzamide FC1=C(C=C(C(=O)NCC2=C(C=CC3=C2N(C=N3)C)OC)C=C1)C(F)(F)F